ClC1=CC=C(C=C1)[C@H](CC(=N)NO)O (3S)-3-(4-chlorophenyl)-N,3-dihydroxypropionamidine